2-(2,5-dimethyl-1H-pyrrol-1-yl)thiazol CC=1N(C(=CC1)C)C=1SC=CN1